BrC1=C(C(=CC(=C1)C)C)NC(CC1CCCC1)=O N-(2-Bromo-4,6-dimethyl-phenyl)-2-cyclopentyl-acetamide